valyl-glutamine N[C@@H](C(C)C)C(=O)N[C@@H](CCC(N)=O)C(=O)O